ClC=1C=NC=C(C1C(C)OC=1C=C2C(=NNC2=CC1)C(=O)NC=1C=NN(C1)CC(N1CCCC1)=O)Cl 5-(1-(3,5-dichloropyridin-4-yl)ethoxy)-N-(1-(2-oxo-2-(pyrrolidin-1-yl)ethyl)-1H-pyrazol-4-yl)-1H-indazole-3-carboxamide